6-allyl-7-(1-acetyl-2-hydroxy-1-propenyl)-1-p-toluenesulfonyl-2,3,4,5-tetrahydro-1H-azepine C(C=C)C=1CCCCN(C1C(=C(C)O)C(C)=O)S(=O)(=O)C1=CC=C(C)C=C1